CSCCC1C(NC(N1)=S)=O 5-(2-methylthioethyl)-2-thiohydantoin